C1(=CC=C(C=C1)C1=CC(=NC=C1)C=C1C(NC(S1)=O)=O)C 5-((4-(p-tolyl)pyridin-2-yl)methylene)thiazolidine-2,4-dione